O=C(CC=CC(=O)O)\C=C\C=C/C=C\CCCCCCCCC 5-oxo-6E,8Z,11Z,14Z-icosatetraenoic acid